(2,3,4,5-tetramethylphenyl)sulfonium methyl-4-acetyl-1-(1-methylcyclopropyl)-6-oxo-pyridine-3-carboxylate COC(=O)C1=CN(C(C=C1C(C)=O)=O)C1(CC1)C.CC1=C(C=C(C(=C1C)C)C)[SH2+]